NCCCC(=O)N (3-aminopropyl)carboxamide